2-(4-(6-(4-Chloro-2-fluorobenzyloxy)pyridin-2-yl)benzyl)-1-((tetrahydrofuran-2-yl)methyl)-1H-benzo[d]imidazol ClC1=CC(=C(COC2=CC=CC(=N2)C2=CC=C(CC3=NC4=C(N3CC3OCCC3)C=CC=C4)C=C2)C=C1)F